tert-butyl 9-(4-((benzyloxy) carbonyl) piperazine-1-carbonyl)-3-azaspiro[5.5]undecane-3-carboxylate C(C1=CC=CC=C1)OC(=O)N1CCN(CC1)C(=O)C1CCC2(CCN(CC2)C(=O)OC(C)(C)C)CC1